2-(4-(4-amino-2-chloro-5-methoxyphenyl)piperazin-1-yl)ethan-1-ol tert-butyl-3-(5-(2-(trifluoromethoxy)phenyl)-1,3,4-thiadiazol-2-yl)piperidine-1-carboxylate C(C)(C)(C)C1N(CCCC1C=1SC(=NN1)C1=C(C=CC=C1)OC(F)(F)F)C(=O)OCCN1CCN(CC1)C1=C(C=C(C(=C1)OC)N)Cl